(3-mercaptopropylthio-methyl)methane SCCCSCC